2-(4-(6-(4-Chloro-2-fluorobenzyloxy)pyridin-2-yl)-2-methoxybenzyl)-1-((tetrahydrofuran-2-yl)methyl)-1H-benzo[d]imidazole-6-carboxylic acid ClC1=CC(=C(COC2=CC=CC(=N2)C2=CC(=C(CC3=NC4=C(N3CC3OCCC3)C=C(C=C4)C(=O)O)C=C2)OC)C=C1)F